tert-butyl 3-iodoindole-1-carboxylate IC1=CN(C2=CC=CC=C12)C(=O)OC(C)(C)C